[SiH3]OC(C=C(C)C)C(C)(C)C tert-butyldimethylallyl silyl ether